COC1=CC=C(CN2C=NC(=C2)C=C2CCN(CC2)C)C=C1 4-((1-(4-methoxybenzyl)-1H-imidazol-4-yl)methylene)-1-methylpiperidine